(4-(2,6-bis(benzyloxy)pyridin-3-yl)phenyl)piperidine-1-carboxylic acid tert-butyl ester C(C)(C)(C)OC(=O)N1C(CCCC1)C1=CC=C(C=C1)C=1C(=NC(=CC1)OCC1=CC=CC=C1)OCC1=CC=CC=C1